Tert-butyl 4-[3-(2,4-dioxohexahydropyrimidin-1-yl)imidazo[1,2-a]pyridin-8-yl]-1,4-diazepane-1-carboxylate O=C1N(CCC(N1)=O)C1=CN=C2N1C=CC=C2N2CCN(CCC2)C(=O)OC(C)(C)C